1,2-dioleyl-sn-glycero-3-phosphorylcholine C(CCCCCCC\C=C/CCCCCCCC)OC[C@@H](OCCCCCCCC\C=C/CCCCCCCC)COP(=O)(O)OCC[N+](C)(C)C